3,7,11-trimethyldodeca-2,4,6,10-tetraene CC(=CC)C=CC=C(CCC=C(C)C)C